C(CCC)NS(=O)=O N-butyl-sulfonamide